ClC1=C(C=C(C(=C1)F)OC)C1=CC=2N(C(N(C(C2S1)=O)C=1C2=C(C=NC1)C=NN2C)=O)CCC2=NN=NN2 6-(2-chloro-4-fluoro-5-methoxy-phenyl)-3-(1-methylpyrazolo[4,3-c]pyridin-7-yl)-1-[2-(1H-tetrazol-5-yl)ethyl]thieno[3,2-d]pyrimidine-2,4-dione